mono-bromoacetaldehyde BrCC=O